O1C(=CC=C1)C1=NC2=C(N1C#CC=1SC=CC1)C=CC=C2 2-(2-furyl)-1-(2-thiophenylethynyl)-1H-benzimidazole